C(#N)CCOP(CCC/C=C/P(OC)(OC)=O)N(C(C)C)C(C)C dimethyl (E)-(5-((2-cyanoethoxy)(diisopropylamino)phosphaneyl)pent-1-en-1-yl)phosphonate